(S)-2-((1-(5-(9H-xanthen-9-yl)-1,2,4-oxadiazol-3-yl)ethyl)carbamoyl)-4-methoxypyridin-3-yl isobutyrate C(C(C)C)(=O)OC=1C(=NC=CC1OC)C(N[C@@H](C)C1=NOC(=N1)C1C2=CC=CC=C2OC=2C=CC=CC12)=O